4-(4-(benzofuran-3-yl)pyrimidin-2-yl)piperazine-1-carboxylic acid tert-butyl ester C(C)(C)(C)OC(=O)N1CCN(CC1)C1=NC=CC(=N1)C1=COC2=C1C=CC=C2